N=1N(N=CC1)C1=C(C=C(C=N1)NC(=O)C1=CC(=C(C=C1Br)C1=C(C=C(C=C1)F)N)F)C(F)(F)F N-(6-(2H-1,2,3-triazol-2-yl)-5-(trifluoromethyl)pyridin-3-yl)-2'-amino-5-bromo-2,4'-Difluoro-[1,1'-biphenyl]-4-carboxamide